C(=O)[C@H]1CCOC(O1)(C)C (4R,6R)-6-formyl-2,2-dimethyl-1,3-dioxane